2'-O-[2,2-dimethyl-(R/S)-1-(2-nitrophenyl)propyloxy]methylguanosine CC([C@H](C1=C(C=CC=C1)[N+](=O)[O-])OCO[C@H]1[C@@H](O[C@@H]([C@H]1O)CO)N1C=NC=2C(=O)NC(N)=NC12)(C)C |&1:2|